C(=O)O.C1(=CC=CC=C1)O.C1(=CC=CC=C1)O.C1(=CC=CC=C1)O triphenol formate